z-butyl alcohol C(CCC)O